[Li].FC1=CN=C2N1C=C(C=C2C(=O)O)CO 3-fluoro-6-(hydroxymethyl)imidazo[1,2-a]pyridine-8-carboxylic acid lithium